NC1=NC(=C(C=2N1C(N(N2)CCC(F)(F)F)=O)N2C[C@H](O[C@H](C2)C)C)C2=CC=CC=C2 5-amino-8-[(cis)-2,6-dimethylmorpholin-4-yl]-7-phenyl-2-(3,3,3-trifluoropropyl)-[1,2,4]triazolo[4,3-c]pyrimidin-3-one